6-(3-hydroxy-3-(hydroxymethyl)azetidin-1-yl)quinoline-4-carboxylic acid methyl ester COC(=O)C1=CC=NC2=CC=C(C=C12)N1CC(C1)(CO)O